OC[C@H](C1=CC=CC=C1)NC1=NC(=NC=C1C1=NC(=NO1)C12CCN(CC1)CC2)NC=2C=C1C=C(NC(C1=CC2)=O)C (S)-6-((4-((2-hydroxy-1-phenylethyl)amino)-5-(3-(quinuclidin-4-yl)-1,2,4-oxadiazol-5-yl)pyrimidin-2-yl)amino)-3-methylisoquinolin-1(2H)-one